C(#N)CCN(CC(CC)(C)C)C N-(2-cyanoethyl)-N-methyl-N-(2,2-dimethylbut-1-yl)-amine